NC=1C2=C(N=CN1)N(C(=C2C2=CC[C@@H](CC2)C(=O)N2CCCC2)C2=CC=C(C=C2)NC(C=C)=O)C (R)-N-(4-(4-amino-7-methyl-5-(4-(pyrrolidine-1-carbonyl)cyclohex-1-en-1-yl)-7H-pyrrolo[2,3-d]pyrimidin-6-yl)phenyl)acrylamide